(S)-2-(N-(4-Amino-5-benzoylthiazol-2-yl)-3-methylanilino)propanamid NC=1N=C(SC1C(C1=CC=CC=C1)=O)N(C1=CC(=CC=C1)C)[C@H](C(=O)N)C